C1C(CC2CCCC12)C(=O)O.C(C)N1CCN(CC1)C=1C=CC(=NC1)NC1=NC=C(C(=N1)C1=C(C2=NN(C(=C2S1)C(C)=O)C)C)F 1-(5-(2-((5-(4-ethylpiperazin-1-yl)pyridin-2-yl)amino)-5-fluoropyrimidin-4-yl)-2,6-dimethyl-2H-thieno[3,2-c]pyrazol-3-yl)ethan-1-one octahydropentalene-2-carboxylate